1-(1H-indazol-3-yl)ethan-1-one N1N=C(C2=CC=CC=C12)C(C)=O